C(=C\CCCCC)/C1=C(C(=O)O)C(=CC(=C1)O)O (E)-2-(hept-1-en-1-yl)-4,6-dihydroxybenzoic acid